O=C1NC(CCC1C=1C=C(OCC(=O)O)C=CC1)=O 2-[3-(2,6-dioxo-3-piperidyl)phenoxy]acetic acid